Cl.C(C)OC1=C(C=C2CN(C(C2=C1)=O)CC1=CC=C(C=C1)OC)C(=O)NC[C@H]([C@H]1NCC2=CC=CC=C2C1)O 6-ethoxy-N-((R)-2-hydroxy-2-((S)-1,2,3,4-tetrahydroisoquinolin-3-yl)ethyl)-2-(4-methoxybenzyl)-1-oxoisoindoline-5-carboxamide hydrochloride